methyl 2-methoxy-5-(trifluoromethyl)pyrimidine-4-carboxylate COC1=NC=C(C(=N1)C(=O)OC)C(F)(F)F